3-(5-(4-(((1-benzylpyrrolidin-3-yl)amino)methyl)pyridin-2-yl)-1-oxoisoindolin-2-yl)piperidine-2,6-dione C(C1=CC=CC=C1)N1CC(CC1)NCC1=CC(=NC=C1)C=1C=C2CN(C(C2=CC1)=O)C1C(NC(CC1)=O)=O